4-chloro-6-(hydroxymethyl)nicotinic acid ethyl ester C(C)OC(C1=CN=C(C=C1Cl)CO)=O